C[C@H](C[C@H](N)C(=O)O)C(=O)O 2s,4r-4-methylglutamate